tert-butyl 4-{6-[(2-methylpyridin-4-yl)amino]-5-nitropyridin-2-yl}piperazine-1-carboxylate CC1=NC=CC(=C1)NC1=C(C=CC(=N1)N1CCN(CC1)C(=O)OC(C)(C)C)[N+](=O)[O-]